O=C1N(CCC1)CCNC(=O)C1=NC=CN=C1 N-(2-(2-oxopyrrolidin-1-yl)ethyl)pyrazine-2-carboxamide